3,4,5-trihydroxybenzenesulfonic acid OC=1C=C(C=C(C1O)O)S(=O)(=O)O